CC=1C=CC2=C(N=C(O2)C=2C=C(C=CC2)NC(CC=2SC=CC2)=O)C1 N-(3-(5-methylbenzo[d]oxazol-2-yl)phenyl)-2-(thiophen-2-yl)acetamide